N,N'-dimethoxy-N-({4-[5-(trifluoromethyl)-1,2,4-oxadiazol-3-yl]phenyl}methyl)urea CON(C(=O)NOC)CC1=CC=C(C=C1)C1=NOC(=N1)C(F)(F)F